The molecule is a C76 alpha-mycolate having a C50 meromycolic chain and a saturated C26 alpha-branch. It is produced by Mycobacterium tuberculosis H37Ra. It has a role as a bacterial metabolite. It is an an alpha-mycolate and a hydroxy fatty acid anion. It is a conjugate base of a (2R)-2-[(1R)-1-hydroxy-16-{2-[10-(2-octadecylcyclopropyl)decyl]cyclopropyl}hexadecyl]hexacosanoic acid. CCCCCCCCCCCCCCCCCCCCCCCC[C@H]([C@@H](CCCCCCCCCCCCCCCC1CC1CCCCCCCCCCC2CC2CCCCCCCCCCCCCCCCCC)O)C(=O)[O-]